C(C(O)=NN)(O)=NN oxalic acid dihydrazone